C(=O)(C(=C)C)[Si](OC)(OC)OC Methacryl-trimethoxysilane